tert-butyl (2R)-2-[[tert-butyl(diphenyl)silyl]oxymethyl]-3,5-dioxo-pyrrolidine-1-carboxylate [Si](C1=CC=CC=C1)(C1=CC=CC=C1)(C(C)(C)C)OC[C@H]1N(C(CC1=O)=O)C(=O)OC(C)(C)C